C1=CC=C2C(=C1)NC=N2 The molecule is the 1H-tautomer of benzimidazole. It is a benzimidazole and a polycyclic heteroarene. It is a conjugate acid of a benzimidazolide. It is a tautomer of a 4H-benzimidazole, a 2H-benzimidazole and a 3aH-benzimidazole.